ClC1=CC2=C(C(C3=C(N(S2(=O)=O)C)C=CC=C3)([2H])NCCCCCCC(=O)O)C=C1 7-((3-chloro-6-methyl-5,5-dioxido-6,11-dihydrodibenzo[c,f][1,2]thiazepine-11-yl-11-d)amino)heptanoic acid